Methyl (2R,3R)-2-((tert-butoxycarbonyl)amino)-3-(methylthio)butanoate C(C)(C)(C)OC(=O)N[C@H](C(=O)OC)[C@@H](C)SC